N1(N=CC=C1)C1=NC(=NC=C1)OCC1=C(N=NN1C)C1=CC=C(C(=N1)C)N1C[C@H](CCC1)CC(=O)O (R)-2-(1-(6-(5-(((4-(1H-pyrazol-1-yl)pyrimidin-2-yl)oxy)methyl)-1-methyl-1H-1,2,3-triazol-4-yl)-2-methylpyridin-3-yl)piperidin-3-yl)acetic acid